C(#N)C1=CN(C2=CC(=CC=C12)NC(=O)C=1N=CNC(C1)=O)CC=C(C)C N-[3-cyano-1-(3-methylbut-2-en-1-yl)-1H-indol-6-yl]-6-oxo-1,6-dihydropyrimidine-4-carboxamide